N-(1-methylbutyl)-3-((2-methyl-4-(pyridin-2-ylmethoxy)phenyl)amino)benzamide CC(CCC)NC(C1=CC(=CC=C1)NC1=C(C=C(C=C1)OCC1=NC=CC=C1)C)=O